NC=1C=2N(C=CN1)C(=NC2C2=CC=C(CNC(C1=C(C=CC(=C1)F)OC)=O)C=C2)C2CCC(CC2)CN N-(4-(8-amino-3-((1r,4r)-4-(aminomethyl)cyclohexyl)imidazo[1,5-a]pyrazin-1-yl)benzyl)-5-fluoro-2-methoxybenzamide